2-(1,5-dimethyl-3,6-dihydro-2H-pyridin-4-yl)-5-(4,4,5,5-tetramethyl-1,3,2-dioxaborolan-2-yl)-1,3-benzothiazole CN1CCC(=C(C1)C)C=1SC2=C(N1)C=C(C=C2)B2OC(C(O2)(C)C)(C)C